ONC(CCNCCN1C(=NCC1)C)=O N-hydroxy-3-((2-(2-methyl-4,5-dihydro-1H-imidazol-1-yl)ethyl)amino)propanamide